N-(3-fluoro-5-(trifluoromethyl)phenyl)-6-((2-(methylamino)pyrimidin-5-yl)methyl)-4,5,6,7-tetrahydrothieno[2,3-c]pyridine-3-carboxamide FC=1C=C(C=C(C1)C(F)(F)F)NC(=O)C1=CSC=2CN(CCC21)CC=2C=NC(=NC2)NC